FC(C(=O)N(CCC=1SC(=CC1)[N+](=O)[O-])C)(F)F 2,2,2-trifluoro-N-methyl-N-(2-(5-nitrothiophen-2-yl)ethyl)acetamide